N1=C(C=CC=C1)CCSCCSCCC1=NC=CC=C1 1,8-bis(2-pyridyl)-3,6-dithiaoctane